2-bromo-9-[4-tert-butylphenyl-3,5-di(methyl-d3)pyridin-2-yl]carbazole BrC1=CC=2N(C3=CC=CC=C3C2C=C1)C1=NC=C(C(=C1C([2H])([2H])[2H])C1=CC=C(C=C1)C(C)(C)C)C([2H])([2H])[2H]